C=COCOC methylenemethylal